C(#N)C=1C=C(C=CC1)C1CC(CN(C1)CC1=CC=C(C=C1)C(F)(F)F)CC(=O)OCC anti-ethyl 2-(5-(3-cyanophenyl)-1-(4-(trifluoromethyl)benzyl)piperidin-3-yl)acetate